C(C)(C)OC(N[C@@H]1CC2=C(N(C=3C=CC(=CC23)C#N)CC2=NC=CC=C2)C1)=O |r| (±)-(7-Cyano-4-pyridin-2-ylmethyl-1,2,3,4-tetrahydro-cyclopenta[b]indol-2-yl)-carbamic acid isopropyl ester